(2S,4R)-4-hydroxy-N-((1-methyl-1H-pyrazol-3-yl)methyl)-1-(2-(3-methylisoxazol-5-yl)acetyl)pyrrolidine-2-carboxamide O[C@@H]1C[C@H](N(C1)C(CC1=CC(=NO1)C)=O)C(=O)NCC1=NN(C=C1)C